N1N=CC(=C1)C1=CC=C(C=C1)NC1=NC(=NC=C1)C1=CC=C2C=C(N(C2=C1)C)C(=O)N1CC2(CC2(F)F)CC1 (6-(4-{(4-(1H-pyrazol-4-yl)phenyl)amino}pyrimidin-2-yl)-1-methyl-1H-indol-2-yl)(1,1-difluoro-5-azaspiro[2.4]heptan-5-yl)methanone